C(C(C)C)N1CCN(C2=CC=CC=C12)C(CN1CCCCC1)=O 1-(4-Isobutyl-3,4-dihydroquinoxalin-1(2H)-yl)-2-(piperidin-1-yl)ethan-1-one